3-(1,2-dihydroxybenzene-4-yl)propionic acid OC1=C(C=C(C=C1)CCC(=O)O)O